1-((1H-indol-5-yl)sulfonyl)-N-(4-fluorophenyl)-1H-pyrrole-3-carboxamide N1C=CC2=CC(=CC=C12)S(=O)(=O)N1C=C(C=C1)C(=O)NC1=CC=C(C=C1)F